4-((((s)-1-methylpyrrolidin-2-yl)methyl)-amino)benzamide CN1[C@@H](CCC1)CNC1=CC=C(C(=O)N)C=C1